OCC1CC(C1)COC1=CC=C(C=C1)C1CCN(CC1)C1=CC(=C(C#N)C=C1)C(F)(F)F 4-(4-(4-(((1r,3r)-3-(hydroxymethyl)-cyclobutyl)methoxy)phenyl)piperidin-1-yl)-2-(trifluoromethyl)benzonitrile